4-chloro-2-((2-chloro-4-nitrophenyl)carbamoyl)phenyl 4-(trifluoromethyl)benzoate FC(C1=CC=C(C(=O)OC2=C(C=C(C=C2)Cl)C(NC2=C(C=C(C=C2)[N+](=O)[O-])Cl)=O)C=C1)(F)F